O1COC2=C1C=CC(=C2)C2=NNC(=C2)NC(C2=CC=C(C=C2)NCCCN(CC)CC)=O N-(3-(benzo[d][1,3]dioxol-5-yl)-1H-pyrazol-5-yl)-4-((3-(diethylamino)propyl)amino)benzamide